BrC=1C=C(C=C2C(NC(=NC12)CC)=O)C 8-bromo-2-ethyl-6-methylquinazolin-4(3H)-one